Methyl 5-(3-chloro-1H-pyrazol-1-yl)quinoline-2-carboxylate ClC1=NN(C=C1)C1=C2C=CC(=NC2=CC=C1)C(=O)OC